para-aminosalicylic acid sodium salt [Na+].NC=1C=C(C(C(=O)[O-])=CC1)O